[[6,7-dichloro-3-(1H-pyrazol-4-yl)-1H-indol-4-yl]amino]cyclopentanol ClC1=CC(=C2C(=CNC2=C1Cl)C=1C=NNC1)NC1(CCCC1)O